FC1(NC(C=2C1=NC(=CC2)NC2=NC=C(C(=C2)N[C@H](CO)C2=CC=CC=C2)C2=NC(=NO2)C2=NC=CC=C2)=O)F (S)-7,7-difluoro-2-((4-((2-hydroxy-1-phenylethyl)amino)-5-(3-(pyridin-2-yl)-1,2,4-oxadiazol-5-yl)pyridin-2-yl)amino)-6,7-dihydro-5H-pyrrolo[3,4-b]pyridin-5-one